3-bromo-5-methoxy-1H-pyrrolo[2,3-b]pyridine BrC1=CNC2=NC=C(C=C21)OC